(5-(4-fluoro-6-(1-hydroxyethyl)-1H-benzo[d]imidazol-2-yl)-1H-pyrrol-3-yl)(2-(trifluoromethyl)phenyl)methanone FC1=CC(=CC=2NC(=NC21)C2=CC(=CN2)C(=O)C2=C(C=CC=C2)C(F)(F)F)C(C)O